C(C)(C)(C)OC(=O)N1CC=2C(CC1)=NN(C2Br)C2=C(C=CC=C2CC)CC 3-bromo-2-(2,6-diethylphenyl)-6,7-dihydro-2H-pyrazolo[4,3-c]Pyridine-5(4H)-carboxylic acid tert-butyl ester